4-(1-methyl-1H-imidazol-5-yl)-N-((1r,3r)-3-(6-(trifluoromethyl)pyridin-3-yl)cyclobutyl)pyrimidine-2-carboxamide CN1C=NC=C1C1=NC(=NC=C1)C(=O)NC1CC(C1)C=1C=NC(=CC1)C(F)(F)F